5-fluoro-6,7-dihydro-5H-oxathiepine 2,2-dioxide FC1C=CS(OCC1)(=O)=O